ClC1=CN=CC(=N1)NCC=1C=C(C(=O)OC)C=CC1C methyl 3-{[(6-chloropyrazin-2-yl) amino] methyl}-4-methylbenzoate